Cl.Cl.ClC=1C(=NC2=CC=C(C=C2C1)C=1C=C(C=C(C1)OC)CN)N1CCNCC1 [3-(3-chloro-2-piperazin-1-yl-6-quinolyl)-5-methoxy-phenyl]methanamine dihydrochloride